1,1,3,3-tetramethyl-1,3-dioctyl-disilazane C[Si](N[Si](CCCCCCCC)(C)C)(CCCCCCCC)C